C(C)(C)NC(O[C@H]1C[C@H](CC1)C=1NN=C(C1)NC(COC1=C(C(=CC(=C1)C)OCC1=CC=C(C=C1)OC)C=O)=O)=O (1R,3S)-3-[5-(2-{2-formyl-3-[(4-methoxyphenyl)methoxy]-5-methylphenoxy}acetamido)-2H-pyrazol-3-yl]cyclopentyl N-isopropylcarbamate